6-Bromo-7-methoxy-N-(3-methyl-5-(1H-1,2,4-triazol-1-yl)phenyl)quinolin-4-amine BrC=1C=C2C(=CC=NC2=CC1OC)NC1=CC(=CC(=C1)N1N=CN=C1)C